ClC1=C(C=CC=C1Cl)N1CCN(CC1)CCCCOC1=CC=C2CCC(NC2=C1)=O 7-{4-[4-(2,3-dichlorophenyl)-1-piperazinyl]-butoxy}-3,4-dihydroquinolone